2-[bis(2-hydroxyethyl)amino]ethyl 3-[4-[(1S,4S,5R)-5-[[5-cyclopropyl-3-(2,6-dichlorophenyl)-1,2-oxazol-4-yl]methoxy]-2-azabicyclo[2.2.1]heptan-2-yl]-3-fluorophenyl]propanoate C1(CC1)C1=C(C(=NO1)C1=C(C=CC=C1Cl)Cl)CO[C@H]1[C@@H]2CN([C@H](C1)C2)C2=C(C=C(C=C2)CCC(=O)OCCN(CCO)CCO)F